2-bromo-3-hydroxybenzaldehyde BrC1=C(C=O)C=CC=C1O